FC1(C[C@@H](CC1)C=1NC=C(N1)CC1=CC=NC=C1)F (R)-4-((2-(3,3-Difluorocyclopentyl)-1H-imidazol-4-yl)methyl)pyridine